3,6-bis(naphthalen-1-yl)fluorene C1(=CC=CC2=CC=CC=C12)C=1C=CC=2CC3=CC=C(C=C3C2C1)C1=CC=CC2=CC=CC=C12